Para-cyanophenol C(#N)C1=CC=C(C=C1)O